7-Hydroxy-N-(3-(3-isobutylimidazo[1,2-a]pyrazin-6-yl)-1H-pyrazol-4-yl)-7-(trifluoromethyl)-4-azaspiro[2.5]octane-4-carboxamide OC1(CCN(C2(CC2)C1)C(=O)NC=1C(=NNC1)C=1N=CC=2N(C1)C(=CN2)CC(C)C)C(F)(F)F